C1(CCCCC1)[C@@H](C(NC1=CC=C2C(=C1)NC(C21CCOCC1)=O)=O)NC(OC1CCCC1)=O Cyclopentyl N-{(1S)-1-cyclohexyl-2-oxo-2-[(2-oxospiro[1H-indole-3,4'-oxane]-6-yl)amino]-ethyl}carbamate